C(CCCCC)[Si](OCC)(OCC)OCC.[F] fluorine hexyl-triethoxysilane